C1(CCCCC1)CN1N=CC(=C1)C1=NN2C(C(N1C(C)C)=O)=NC=C2C2=CN=CN2 2-(1-(Cyclohexylmethyl)-1H-pyrazol-4-yl)-7-(1H-imidazol-5-yl)-3-isopropylimidazo[2,1-f][1,2,4]triazin-4(3H)-one